OC1=C(C=C(C=C1CC1=C(C(=CC(=C1)C)CCCCCCCCC)O)C)CC1=C(C(=CC(=C1)C)CCCCCCCCC)O 2'-[(2-hydroxy-5-methylbenzene-1,3-diyl)dimethanediyl]bis(4-methyl-6-nonylphenol)